3-(6-Chloro-4-fluoropyridin-3-yl)-5-((R)-1-(3,5-dichloropyridin-4-yl)ethoxy)-1-(tetrahydro-2H-pyran-2-yl)-1H-indazole ClC1=CC(=C(C=N1)C1=NN(C2=CC=C(C=C12)O[C@H](C)C1=C(C=NC=C1Cl)Cl)C1OCCCC1)F